9-(2-bromophenyl)-9-phenyl-9H-fluorene BrC1=C(C=CC=C1)C1(C2=CC=CC=C2C=2C=CC=CC12)C1=CC=CC=C1